C(C1=CC=CC=C1)(=O)NC(C1=C(C=C(C=C1)C1=CC=CC=C1)CCCC(=O)O)C(=O)O 4-(4-(Benzoylamino(carboxy)methyl)-[1,1'-biphenyl]-3-yl)butanoic acid